methyl (R)-3-(4-amino-1,3-dioxoisoindolin-2-yl)-3-(3-ethoxy-4-methoxyphenyl)propionate NC1=C2C(N(C(C2=CC=C1)=O)[C@H](CC(=O)OC)C1=CC(=C(C=C1)OC)OCC)=O